methyl (S)-2-(chloromethyl)-3-((oxetan-2-yl) methyl)-3H-imidazo[4,5-b]pyridine-5-carboxylate ClCC1=NC=2C(=NC(=CC2)C(=O)OC)N1C[C@H]1OCC1